NCC1=CC2=C(N=C(S2)/C=C/C#CC=2C=CC(=NC2)N[11CH3])C=C1 (E)-5-(4-(6-(aminomethyl)benz[d]thiazole-2-yl)buta-3-en-1-ynyl)-N-[11C]methylpyridine-2-amine